4-(3-((1H-pyrrolo[2,3-b]pyridin-4-yl)amino)-4-(4-methylpiperazin-1-yl)phenyl)-2-(thiazol-2-yl)but-3-yn-2-ol N1C=CC=2C1=NC=CC2NC=2C=C(C=CC2N2CCN(CC2)C)C#CC(C)(O)C=2SC=CN2